N-[(1R)-3-phenyl-1-(6-ethyl-3-quinolylcarbamoyl)propyl]-2-pyrrolidinecarboxamide C1(=CC=CC=C1)CC[C@H](C(NC=1C=NC2=CC=C(C=C2C1)CC)=O)NC(=O)C1NCCC1